2-(1,3-dioxoisoindol-2-yl)-3-(1H-indol-3-yl)propionic acid O=C1N(C(C2=CC=CC=C12)=O)C(C(=O)O)CC1=CNC2=CC=CC=C12